(((((1R,2S,5R)-2-carbamoyl-7-oxo-1,6-diazabicyclo[3.2.1]octan-6-yl) oxy) sulfonyl) oxy)-3,3-dimethylbutyl pivalate C(C(C)(C)C)(=O)OC(CC(C)(C)C)OS(=O)(=O)ON1[C@@H]2CC[C@H](N(C1=O)C2)C(N)=O